(4-chloro-3-{4-[5-(difluoromethoxy)pyridin-2-yl]-6-oxo-1,6-dihydropyrimidin-2-yl}benzyl)butanamide ClC1=C(C=C(CC(C(=O)N)CC)C=C1)C=1NC(C=C(N1)C1=NC=C(C=C1)OC(F)F)=O